diphospho-N-trifluoroacetyl-glucosamine P(=O)(O)(OP(=O)(O)O)OC1[C@H](NC(C(F)(F)F)=O)[C@@H](O)[C@H](O)[C@H](O1)CO